[Na].C1(=CC=CC=C1)C1(C(NC(N1)=O)=O)C1=CC=CC=C1 5,5-diphenyl-2,4-imidazolidinedione sodium salt